ClC=1C(=C(C=CC1OC1(COC1)C)NC=1C2=C(N=CN1)C=CC(=N2)N2[C@@H]1CN([C@H](C2)C1)C(=O)OC(C)(C)C)F tert-Butyl (1S,4S)-5-(4-((3-chloro-2-fluoro-4-((3-methyloxetan-3-yl)oxy)phenyl)amino)pyrido[3,2-d]pyrimidin-6-yl)-2,5-diazabicyclo[2.2.1]heptane-2-carboxylate